1-aminoethylpiperazyl-diethylenetriamine NC(C)N(CCNCCN)N1CCNCC1